3-chloro-5-[(4,6-dimethoxypyrimidin-2-yl)carbamoylsulfamoyl]-1-methylpyrazole-4-carboxylic acid ClC1=NN(C(=C1C(=O)O)S(NC(NC1=NC(=CC(=N1)OC)OC)=O)(=O)=O)C